P(=O)(OCC([N+](CCCC)(CCCC)CCCC)CC)([O-])[O-] ethyl-2-(tributylammonio)ethyl phosphate